1,2,3,4-Tetrahydro-4,4-dimethyl-7-(1,2-dimethylheptyl)cyclopenta(c)(1)benzopyran-9-ol CC1(OC2=C(C3=C1CCC3)C(=CC(=C2)C(C(CCCCC)C)C)O)C